((2-(((RS)-5-((4,4-difluorocyclohexyl)amino)-2-methylpentyl)oxy)-4-methylphenyl)sulfonyl)-L-proline FC1(CCC(CC1)NCCC[C@H](COC1=C(C=CC(=C1)C)S(=O)(=O)N1[C@@H](CCC1)C(=O)O)C)F |&1:11|